C(C)(=O)C=1C(=NC(=CC1)N1C=NC2=C1C=NC(=C2)N(C=2N=NC(=CC2)C)C)N2N=C(C=C2C)C#N 1-[3-Acetyl-6-[6-[methyl-(6-methylpyridazin-3-yl)amino]imidazo[4,5-c]pyridin-3-yl]-2-pyridinyl]-5-methyl-pyrazole-3-carbonitrile